C(C)(=O)N(C1CN(CC1)S(=O)(=O)NC(=O)C=1C(=NC(=CC1)C1=CC(=CC(=C1)OCC(C)C)F)N1C(CC(C1)C)(C)C)C N-[3-[Acetyl(methyl)amino]pyrrolidin-1-yl]sulfonyl-6-(3-fluoro-5-isobutoxyphenyl)-2-(2,2,4-trimethylpyrrolidin-1-yl)pyridin-3-carboxamid